C(C)OC(=O)C1=NN(C=2C3=C(CCC12)C=C(C(=C3)Br)OC)CCCC.C(CCCCCCCCCCCCCCCCCCCCCCC)NO N-tetracosyl-hydroxylamine ethyl-8-bromo-1-butyl-7-methoxy-4,5-dihydrobenzo[g]indazole-3-carboxylate